N-[(1R)-2-hydroxy-1-methyl-ethyl]-6-methoxy-8-[4-(trifluoromethyl)phenyl]quinoline-3-carboxamide OC[C@@H](C)NC(=O)C=1C=NC2=C(C=C(C=C2C1)OC)C1=CC=C(C=C1)C(F)(F)F